BrC[C@H]1CN(CCO1)C(=O)OC(C)(C)C |r| rac-tert-butyl 2-(bromomethyl)morpholine-4-carboxylate